strontium threonate O=C([C@@H](O)[C@H](O)CO)[O-].[Sr+2].O=C([C@@H](O)[C@H](O)CO)[O-]